CCCCC(CC)COP(=O)(OC1=CC=CC=C1)OC2=CC=CC=C2 diphenyl-2-ethylhexyl phosphate